NC=1C(=NC(=CC1)OC)N(CCCC1=C(C=CC(=C1)F)NC1=C(C(=O)OC)C=C(C(=C1)C(F)(F)F)F)C(=O)OC(C)(C)C methyl 2-((2-(3-((3-amino-6-methoxypyridin-2-yl)(tert-butoxycarbonyl)amino)propyl)-4-fluorophenyl)amino)-5-fluoro-4-(trifluoromethyl)benzoate